tert-butyl 6-oxo-2-vinyl-spiro[5H-pyrrolo[2,3-b]pyrazine-7,4'-piperidine]-1'-carboxylate O=C1NC2=NC=C(N=C2C12CCN(CC2)C(=O)OC(C)(C)C)C=C